BrC1=NC=C(C=C1CBr)Cl 2-bromo-3-(bromomethyl)-5-chloropyridine